C(C)(C)(C)OC(NC1CCN(CC1)C1=NC(=C(C(=C1Br)CC1=CC=CC=C1)C1=CC(=C(C=C1)C)O)C1=CC(=C(C=C1)C#N)F)=O tert-Butyl(1-(4-(benzyl)-3-bromo-6-(4-cyano-3-fluorophenyl)-5-(3-hydroxy-4-methylphenyl)pyridine-2-yl)piperidin-4-yl)carbamate